3-(1-hydroxy-3-methylbutyl)quinoxalin-2(1H)-one OC(CC(C)C)C=1C(NC2=CC=CC=C2N1)=O